(S)-6-((3,5-difluorobenzyl)oxy)-10,10a-dihydro-1H-oxazolo[3',4':3,4]imidazo[1,2-c]pyrimidin-8(3H)-one FC=1C=C(COC=2C=C3N(C(N2)=O)C[C@@H]2N3COC2)C=C(C1)F